aminopropyltris(methoxyethoxyethoxy)silane NCCC[Si](OCCOCCOC)(OCCOCCOC)OCCOCCOC